2-bromo-acetamide BrCC(=O)N